C(C)(C)(C)C1=CC=C(C=C1)[C@H]1[C@H](CN(CC1)C(=O)C1CC2(C1)NC(OC2)=O)C (2s,4s)-2-((3R,4R)-4-(4-(tert-butyl)phenyl)-3-methylpiperidine-1-carbonyl)-7-oxa-5-azaspiro[3.4]octan-6-one